(2-((tetrahydro-2H-pyran-2-yloxy)methyl)phenyl)-3,4-dihydro-2H-pyran O1C(CCCC1)OCC1=C(C=CC=C1)C1OC=CCC1